(S)-1-Ethyl-pyrrolidine-2-carboxylic acid [(3S,5R)-1-(8-cyano-quinolin-5-yl)-5-trifluoromethyl-piperidin-3-yl]-amide C(#N)C=1C=CC(=C2C=CC=NC12)N1C[C@H](C[C@H](C1)C(F)(F)F)NC(=O)[C@H]1N(CCC1)CC